NC=1C2=C(N=CN1)N(C1=C2C=2C([C@H]([C@@H](C1)C)O)=C(ON2)C2CC2)C(C)C (Trans)-11-amino-3-cyclopropyl-7-isopropyl-5-methyl-4,5,6,7-tetrahydroisoxazolo[4'',3'':6',7']cyclohepta[1',2':4,5]pyrrolo[2,3-d]pyrimidin-4-ol